C(N1[C@H]2C=3N([C@@H](C4=C(C1=O)C=CC=C4C#C[Si](C(C)C)(C(C)C)C(C)C)C2)C2=C(N3)C=CC(=C2)C=2C=NN(C2)C)([2H])([2H])[2H] (7R,14R)-6-(methyl-d3)-11-(1-methyl-1H-pyrazol-4-yl)-1-((triisopropylsilyl)ethynyl)-6,7-dihydro-7,14-methanobenzo[f]benzo[4,5]imidazo[1,2-a][1,4]diazocin-5(14H)-one